(1R,2S,5S)-3-((S)-2-((tert-butyloxycarbonyl)amino)-2-(tetrahydro-2H-pyran-4-yl)acetyl)-6,6-dimethyl-3-azabicyclo[3.1.0]hexane-2-carboxylic acid C(C)(C)(C)OC(=O)N[C@H](C(=O)N1[C@@H]([C@H]2C([C@H]2C1)(C)C)C(=O)O)C1CCOCC1